ClC1=C(C=CC=C1CN1CCN(CC1)C)N1C=NC(=C1)C1=NC(=NC=C1C(F)(F)F)NC1CCN(CC1)S(=O)(=O)C 4-(1-(2-Chloro-3-((4-methylpiperazin-1-yl)methyl)phenyl)-1H-imidazol-4-yl)-N-(1-(methylsulfonyl)piperidin-4-yl)-5-(trifluoromethyl)pyrimidin-2-amine